N-(2-(N,N-bis(2,4-dimethoxybenzyl)sulfamoyl)pyridin-4-yl)-2-(4,4-difluoro-azepan-1-yl)-6-(difluoromethyl)nicotinamide COC1=C(CN(S(=O)(=O)C2=NC=CC(=C2)NC(C2=C(N=C(C=C2)C(F)F)N2CCC(CCC2)(F)F)=O)CC2=C(C=C(C=C2)OC)OC)C=CC(=C1)OC